3-Methoxy-4-[[4-[3-(2-oxo-1-piperidyl)propylamino]-5-(trifluoromethyl)pyrimidin-2-yl]amino]benzoic acid COC=1C=C(C(=O)O)C=CC1NC1=NC=C(C(=N1)NCCCN1C(CCCC1)=O)C(F)(F)F